O[C@H]1[C@@H](O)[C@@H](O)[C@H](O)[C@H](O1)C(=O)[O-] β-d-mannuronate